(S)-6-(2-(sec-butoxy)pyrimidin-5-yl)-2-((5-fluoropyridin-3-yl)methyl)pyridazin-3(2H)-one [C@H](C)(CC)OC1=NC=C(C=N1)C=1C=CC(N(N1)CC=1C=NC=C(C1)F)=O